4-(((2-((2-chloro-3-(3-chloro-2-(3-methoxy-4-((((5-oxopyrrolidin-2-yl)methyl)amino)methyl)phenyl)pyridin-4-yl)phenyl)amino)-3-fluoropyridin-4-yl)methyl)amino)butanoic acid ClC1=C(C=CC=C1C1=C(C(=NC=C1)C1=CC(=C(C=C1)CNCC1NC(CC1)=O)OC)Cl)NC1=NC=CC(=C1F)CNCCCC(=O)O